2-(6-methyl-4-(trifluoromethyl)pyridin-2-yl)-3-oxooctahydrocyclopenta[c]pyrrole-1-carbohydrazide CC1=CC(=CC(=N1)N1C(C2C(C1=O)CCC2)C(=O)NN)C(F)(F)F